N(=NCC(C)C(N)=N)CC(C)C(N)=N azo-bis(2-amidinopropane)